5-{[2-(2-cyano-4-fluorophenyl)-2-azaspiro[3.3]heptan-6-yl]oxy}-2'-ethoxy-N-{[1-(2-hydroxyethyl)-1H-pyrazol-4-yl]methyl}-[2,3'-bipyridine]-6-carboxamide C(#N)C1=C(C=CC(=C1)F)N1CC2(C1)CC(C2)OC=2C=CC(=NC2C(=O)NCC=2C=NN(C2)CCO)C=2C(=NC=CC2)OCC